C(C)(C)(C)C1=CC=C(C=N1)N1CC(C(=O)O)=CC(=C1)N1C=CC=2C1=NC=C(C2)C(=O)N2CCC(CC2)(F)F N-(6-(tert-butyl)pyridin-3-yl)-5-(5-(4,4-difluoropiperidine-1-carbonyl)-1H-pyrrolo[2,3-b]pyridin-1-yl)nicotinic acid